C(C)(=O)ON=C(C1=CC(=CC=C1)CC(NS(=O)(=O)C1=CC(=CC=C1)NC(=O)C=1N=C(OC1)C)C=1SC2=C(N1)C=CC=C2)N [[amino-[3-[2-(1,3-benzothiazol-2-yl)-2-[[3-[(2-methyloxazole-4-carbonyl)amino]phenyl]sulfonylamino]ethyl]phenyl]methylene]amino] acetate